CC1CCC(N1)=O 5-methyl-pyrrolidin-2-one